CC(COC(CCC1=CC(=C(C(=C1)C)O)C(C)(C)C)=O)(C)C1OCC2(CO1)COC(OC2)C(COC(CCC2=CC(=C(C(=C2)C)O)C(C)(C)C)=O)(C)C 3,9-bis[1,1-dimethyl-2-{β-(3-t-butyl-4-hydroxy-5-methylphenyl)propionyloxy}ethyl]-2,4,8,10-tetraoxaspiro[5.5]-undecane